6-Amino-3-(4'-chloro-3-(4-chloro-1H-pyrazol-1-yl)-1',2'-dihydrospiro[cyclopentane-1,3'-pyrrolo[2,3-b]pyridin]-5'-yl)-2-fluoro-N,N-dimethylbenzamide NC1=CC=C(C(=C1C(=O)N(C)C)F)C=1C(=C2C(=NC1)NCC21CC(CC1)N1N=CC(=C1)Cl)Cl